C(C)N1N=CC2=NC=C(C=C21)C#CC=2C(=C(N)C=CC2F)F 3-(2-[1-ethylpyrazolo[4,3-b]pyridin-6-yl]ethynyl)-2,4-difluoroaniline